The molecule is an organic cation that is the conjugate acid of trypanothione, arising from deprotonation of the carboxy groups and protonation of the primary and secondary amino groups; major species at pH 7.3. It is a conjugate acid of a trypanothione. C(CCNC(=O)CNC(=O)[C@H](CS)NC(=O)CC[C@@H](C(=O)[O-])[NH3+])C[NH2+]CCCNC(=O)CNC(=O)[C@H](CS)NC(=O)CC[C@@H](C(=O)[O-])[NH3+]